tert-butyl [3-(2-{[(2S,5R)-6-hydroxy-7-oxo-1,6-diazabicyclo[3.2.1]oct-2-yl]carbonyl}-hydrazinyl)-3-oxopropyl]carbamate ON1[C@@H]2CC[C@H](N(C1=O)C2)C(=O)NNC(CCNC(OC(C)(C)C)=O)=O